C(C)(C)(C)OC(=O)N1CCC12CNC2 tert-butyl-1,6-diazaspiro[3.3]heptane-1-carboxylate